ClC1=NC=C2C(=N1)N(C(N(C2)C2=C(C=CC=C2C)F)=O)[C@H]2CN(CCCC2)C(=O)OC(C)(C)C tert-butyl (3R)-3-[7-chloro-3-(2-fluoro-6-methyl-phenyl)-2-oxo-4H-pyrimido[4,5-d]pyrimidin-1-yl]azepane-1-carboxylate